(S)-3-methyl-N-(2-oxo-2-(prop-2-yn-1-ylamino)ethyl)-5-(5-(3,4,5-trichlorophenyl)-5-(trifluoromethyl)-4,5-dihydroisoxazol-3-yl)thiophene-2-carboxamide CC1=C(SC(=C1)C1=NO[C@](C1)(C(F)(F)F)C1=CC(=C(C(=C1)Cl)Cl)Cl)C(=O)NCC(NCC#C)=O